NCC1=NC=C(C=N1)[C@@H]1C[C@H](C1)C1=NN2C(=NC=3C(=CC=CC3C2=N1)OC)N 2-{trans-3-[2-(aminomethyl)pyrimidin-5-yl]cyclobutyl}-7-methoxy[1,2,4]triazolo[1,5-c]quinazolin-5-amine